C(=O)C1=CC=C(C=C1)CNCCCNC(C(=C)C)=O N-{3-[(4-formylphenyl)methylamino]propyl}methacrylamide